(3aRS,6SR,7aSR)-perhydro-3,6-dimethyl-benzo[B]furan-2-one CC1[C@@H]2[C@@H](OC1=O)C[C@H](CC2)C |r|